1-((3-chloro-5-nitropyridin-2-yl)imino)-1λ6-thietane 1-oxide ClC=1C(=NC=C(C1)[N+](=O)[O-])N=S1(CCC1)=O